N-(3-methoxybenzyl)-N-(3-(2-methoxyethoxy)benzyl)-4-((2-(2-morpholinoethoxy)ethoxy)methyl)oxazol-2-amine COC=1C=C(CN(C=2OC=C(N2)COCCOCCN2CCOCC2)CC2=CC(=CC=C2)OCCOC)C=CC1